(R)-2-(3-isothiocyanato-5-(trifluoromethyl)phenyl)-1-methylpyrrolidine N(=C=S)C=1C=C(C=C(C1)C(F)(F)F)[C@@H]1N(CCC1)C